C(CC#C)C1(N=N1)C=CC(=O)NCC1(CCOCC1)C1=CC(=CC=C1)F 3-(3-(but-3-yn-1-yl)-3H-diazirin-3-yl)-N-((4-(3-fluorophenyl)tetrahydro-2H-pyran-4-yl)methyl)propenamide